trans-4-[[3-fluoro-5-(2-hydroxyethyl)phenyl]methyl]cyclohexanecarboxylic acid FC=1C=C(C=C(C1)CCO)C[C@@H]1CC[C@H](CC1)C(=O)O